benzyl ((3S,4R)-3-(cyanomethyl)piperidin-4-yl)carbamate C(#N)C[C@H]1CNCC[C@H]1NC(OCC1=CC=CC=C1)=O